N-methyl-N-(2-tolyl)-α-diazo-2-cyanoacetamide CN(C(C(C#N)=[N+]=[N-])=O)C1=C(C=CC=C1)C